(S)-2-((2-((S)-4-(difluoromethyl)-2-oxo-1,3-thiazinan-3-yl)-5,6-dihydrobenzo[f]imidazo[1,2-d][1,4]oxazepin-9-yl)amino)propanamide FC([C@H]1N(C(SCC1)=O)C=1N=C2N(CCOC3=C2C=CC(=C3)N[C@H](C(=O)N)C)C1)F